BrC=1C(=C(C=CC1)NC(CC(C1=CC=CC=C1)=O)=O)OCCN(C)C N-(3-bromo-2-(2-(dimethylamino)ethoxy)phenyl)-3-oxo-3-phenylpropanamide